TRIOXIDANE OOO